N(CCC(=O)[O-])CCC(=O)OCCCCCCCCCCCC Lauryl iminodipropionate